FC1(CCN(CC1)C=1C2=C(N=CN1)N(C(=C2)C2=CC=C(C=C2)NC(=O)C2=NC=CC(=C2)NC2CCN(CC2)C(=O)OC(C)(C)C)COCC[Si](C)(C)C)F tert-butyl 4-((2-((4-(4-(4,4-difluoropiperidin-1-yl)-7-((2-(trimethylsilyl)ethoxy)methyl)-7H-pyrrolo[2,3-d]pyrimidin-6-yl)phenyl)carbamoyl)pyridin-4-yl)amino)piperidine-1-carboxylate